CC1(CC1)/C(/C)=N/O (E)-1-(1-methylcyclopropyl)ethan-1-one oxime